COS(=O)(=O)CC1=NC(=NC(=C1)N1[C@@H](COCC1)C)Cl (R)-(2-chloro-6-(3-methylmorpholino)pyrimidin-4-yl)methanesulfonic acid methyl ester